6-fluoro-5-methyl-1-(oxan-2-yl)indazol-3-ylboronic acid FC1=C(C=C2C(=NN(C2=C1)C1OCCCC1)B(O)O)C